S(C=1C=C(C(=C(C1)C(C)(C)C)O)C)C=1C=C(C(=C(C1)C(C)(C)C)O)C 4,4'-thiobis-(6-t-butyl-o-cresol)